N-[(S)-1-(4-Fluoro-phenyl)-ethyl]-2-[4-(1H-pyrazolo[3,4-b]pyridin-5-yl)-benzylamino]-nicotinamide FC1=CC=C(C=C1)[C@H](C)NC(C1=C(N=CC=C1)NCC1=CC=C(C=C1)C=1C=C2C(=NC1)NN=C2)=O